pyridin-2-yl-quinolinone N1=C(C=CC=C1)C=1C(NC2=CC=CC=C2C1)=O